C(C1=CC=CC=C1)OC=1C=C2CCC(=C(C2=CC1)C1=C(C=C(C=C1)N1CCC2(CC(C2)C(OC)OC)CC1)OC)C1=CC=CC=C1 7-(4-(6-(benzyloxy)-2-phenyl-3,4-dihydronaphthalen-1-yl)-3-methoxyphenyl)-2-(dimethoxymethyl)-7-azaspiro[3.5]nonane